C(C1CO1)OCCCC=C[SiH](OCC)OCC glycidoxypropylvinyldiethoxysilane